3-(dicyano-methylene)indan-1-one C(#N)C(=C1CC(C2=CC=CC=C12)=O)C#N